C(C1=CC=CC=C1)N1N=C2C=C(C=C(C2=C1)C(=O)O)C1=C(C=C(C=C1)C)Cl 2-benzyl-6-(2-chloro-4-methylphenyl)-2H-indazole-4-carboxylic acid